C(CCC(C)C)N1CN=CC2=CC=CC=C12 1-isohexyl-quinazoline